isopropyl-1,4,8-trimethylazulene C(C)(C)C1=C(C2=C(C=CC=C(C2=C1)C)C)C